(cyclopentadienyl)(2,7-di-t-butylfluorenyl)-zirconium dichloride [Cl-].[Cl-].C1(C=CC=C1)[Zr+2]C1=C(C=CC=2C3=CC=C(C=C3CC12)C(C)(C)C)C(C)(C)C